ClC1=NC2=NC(=CC=C2C(=C1)Cl)C1CNCCC1 2,4-dichloro-7-(3-piperidyl)-1,8-naphthyridine